5-(4,4,5,5-tetramethyl-1,3,2-dioxaborolan-2-yl)-1H-benzo[d]imidazole CC1(OB(OC1(C)C)C1=CC2=C(NC=N2)C=C1)C